5-benzyl-N-(4-(3-(4-hydroxybutoxy)-2-methylphenyl)pyridin-2-yl)-4H-1,2,4-triazole-3-carboxamide C(C1=CC=CC=C1)C=1NC(=NN1)C(=O)NC1=NC=CC(=C1)C1=C(C(=CC=C1)OCCCCO)C